C(CCC)C(C(=O)[O-])CCCCCC.[Sn+2].C(CCC)C(C(=O)[O-])CCCCCC tin (II) 2-butyloctanoate